1-(6-chloropyridin-3-yl)-4-[(6-methylpyridin-3-yl)amino]methyl-1H-pyrazole-3-acetic acid ClC1=CC=C(C=N1)N1N=C(C(=C1)CNC=1C=NC(=CC1)C)CC(=O)O